OC=1C=C(CO)C=CC1O 3,4-dihydroxybenzyl alcohol